C(C1=CC=CC=C1)N1C(=NC2=C1C=C(C=C2N)C2=C(C=NN2C)C)C 1-benzyl-6-(1,4-dimethyl-1H-pyrazol-5-yl)-2-methyl-1H-benzo[d]imidazol-4-amine